C(CCCCCCCCCCCCCCC)N cetylamine